IC1=COC2=C(C=C(C=C2C1=O)CNCCOC)C 3-iodo-6-(((2-methoxyethyl)amino)methyl)-8-methyl-4H-chromen-4-one